CC1([C@@H]2CCC([C@@H]([C@]2(CCC1)C)CCO)=C)C 2-((1S,4aS,8aS)-5,5,8a-trimethyl-2-methylenedecahydronaphthalen-1-yl)ethan-1-ol